N1C(C(=CC2=CC=CC=C12)CC(=O)O)=O quinoloneacetic acid